ClC1=C2C(=NC=C1)NCC2(CC(F)F)C=2C=C(C=CC2)N2C(CN(CC2)CCCN2CCNCC2)=O 1-{3-[4-chloro-3-(2,2-difluoroethyl)-1H-pyrrolo[2,3-b]pyridin-3-yl]phenyl}-4-[3-(piperazin-1-yl)propyl]piperazin-2-one